FC(OC1=C(C=C(C=C1)C=1OC(=C(N1)C(=O)NC1=CC(=CC=C1)C(CC)(F)F)C)C1=CC=CC=C1)F 2-[4-(difluoromethoxy)-3-phenyl-phenyl]-N-[3-(1,1-difluoropropyl)phenyl]-5-methyl-oxazole-4-carboxamide